[Cl-].C(C)[N+](CC)(CC)CC tetraethyl-ammonium chloride salt